1,2,3-trifluoro-benzoyl bromide FC1(C(=O)Br)C(C(=CC=C1)F)F